tricarbonyl-cobalt (II) C(=O)=[Co+2](=C=O)=C=O